(3S)-2'-[6-amino-5-(trifluoromethyl)pyridin-3-yl]-N-[1-(1,3-dimethyl-1H-pyrazol-4-yl)ethyl]-5',6'-dihydro-1H-spiro[pyrrolidine-3,4'-pyrrolo[1,2-b]pyrazole]-1-carboxamide NC1=C(C=C(C=N1)C=1C=C2N(N1)CC[C@@]21CN(CC1)C(=O)NC(C)C=1C(=NN(C1)C)C)C(F)(F)F